methyl-ethyl hydroxide CC(C)O